methyl 5-amino-4-methylthiophene-2-carboxylate NC1=C(C=C(S1)C(=O)OC)C